(E)-6-(4-(dimethylamino)styryl)-N-(5-((5-((3-imino-3-(methoxyamino)propyl)carbamoyl)-1-methyl-1H-pyrrol-3-yl)carbamoyl)-1-methyl-1H-pyrrol-3-yl)nicotinamide CN(C1=CC=C(C=CC2=NC=C(C(=O)NC3=CN(C(=C3)C(NC3=CN(C(=C3)C(NCC\C(\NOC)=N/[H])=O)C)=O)C)C=C2)C=C1)C